N-(((1R,2R)-2-(3-oxo-2,3-dihydrobenzofuran-4-yl)cyclopropyl)methyl)propionamide O=C1COC2=C1C(=CC=C2)[C@H]2[C@@H](C2)CNC(CC)=O